Methyl O-acetyl-N-(N-(2-(4-(6-azidohexanamido)piperidin-1-yl)thiazole-4-carbonyl)-O-(tert-butyldimethylsilyl)-L-seryl)-L-serinate C(C)(=O)OC[C@H](NC([C@@H](NC(=O)C=1N=C(SC1)N1CCC(CC1)NC(CCCCCN=[N+]=[N-])=O)CO[Si](C)(C)C(C)(C)C)=O)C(=O)OC